FC1=CC=C(C=C1)N(C(CCCC)=O)CC1=CC=C(C=C1)C1=CC=CC=C1 4'-((N-(4-Fluorophenyl)pentanamido)methyl)biphenyl